FC1=C(C=C(C=C1)C(CC(=O)OCC)C1=C(C2=C(N(N=N2)CCCCO)C=C1)C)CN1S(OC2=C(C1)C=C(C=C2)O)(=O)=O ethyl 3-{4-fluoro-3-[(6-hydroxy-2,2-dioxo-2H-1,2λ6,3-benzoxathiazin-3(4H)-yl)methyl]phenyl}-3-[1-(4-hydroxybutyl)-4-methyl-1H-benzotriazol-5-yl]propanoate